O=C1NC(CCC1N(S(=O)(=O)C1CCN(CC1)C(=O)OC(C)(C)C)C)=O tert-Butyl 4-(N-(2,6-dioxopiperidin-3-yl)-N-methylsulfamoyl)piperidine-1-carboxylate